(1R,3S)-3-{5-[{{1-[2-(dimethylamino)ethyl]-1H-pyrazol-5-yl}carbonyl}amino]-1H-pyrazol-3-yl}cyclopentyl (2S)-butan-2-ylcarbamate C[C@@H](CC)NC(O[C@H]1C[C@H](CC1)C1=NNC(=C1)NC(=O)C1=CC=NN1CCN(C)C)=O